C(C)(C)(C)C=1C=C(C=C(C1)C(C)(C)C)C(/C=C/C1=CC=C(C(=O)O)C=C1)=O 4-[(E)-3-(3,5-di-tert-butylphenyl)-3-oxoprop-1-enyl]benzoic acid